CC1=NOC(=C1C=1C=C(CN2CCC(CC2)C2=NN=C(O2)CNC(C2=CC=C(C=C2)N[C@@H]2C[C@@H](N(C3=CC=CC=C23)C(CC)=O)C)=O)C=C(C1)O)C N-((5-(1-(3-(3,5-Dimethylisoxazol-4-yl)-5-hydroxybenzyl)piperidin-4-yl)-1,3,4-oxadiazol-2-yl)methyl)-4-(((2S,4R)-2-methyl-1-propionyl-1,2,3,4-tetrahydroquinolin-4-yl)amino)benzamide